N=1NC2=C3C(N(CCCC13)CCO)=NC=C2 2-(2,7,8,9-tetrahydro-6H-1,2,5,6-tetraazabenzo[cd]azulen-6-yl)ethan-1-ol